tert-butyl (2R,5S)-5-[2-(4-chloro-3-fluorophenoxy)acetamido]-2-{[3-(trifluoromethoxy)cyclopentyl]carbamoyl}piperidine-1-carboxylate ClC1=C(C=C(OCC(=O)N[C@H]2CC[C@@H](N(C2)C(=O)OC(C)(C)C)C(NC2CC(CC2)OC(F)(F)F)=O)C=C1)F